4-methylcinnamaldehyde CC1=CC=C(C=CC=O)C=C1